2-{[(5-chloropyridin-3-yl)methyl](methyl)amino}-6-[5-(difluoromethyl)-1,3,4-oxadiazol-2-yl]-2,3-dihydro-1H-isoindol-1-one ClC=1C=C(C=NC1)CN(N1C(C2=CC(=CC=C2C1)C=1OC(=NN1)C(F)F)=O)C